FC1=C(C=CC=2OC=CN2)C=CC(=C1)[N+](=O)[O-] 2-(2-fluoro-4-nitrostyryl)oxazole